1,1-dimethylethyl 4-vinylphenyl carbonate C(OC(C)(C)C)(OC1=CC=C(C=C1)C=C)=O